C(C)(C)(C)NC1=CC(=C2C(=N1)C=C(S2)C2=CC=NN2)NCCC(C)(O)C (l)-4-(5-(tert-butylamino)-2-(1H-pyrazol-5-yl)thieno[3,2-b]pyridin-7-ylamino)-2-methyl-2-butanol